C(#N)C1=CC=C(C=C1)C=1C(=NN(C1O)C1=CC=C(C=N1)S(=O)(N(C)C)=NC(OC(C)(C)C)=O)C tert-butyl ((6-(4-(4-cyanophenyl)-5-hydroxy-3-methyl-1H-pyrazol-1-yl)pyridin-3-yl)(dimethyl-amino)(oxo)-λ6-sulfaneylidene)carbamate